IC(C(OC(C(S(=O)(=O)F)(F)F)(F)F)(F)F)(F)F 2-(2-iodo-tetrafluoroethoxy)tetrafluoroethylsulfonyl fluoride